[1',2',3',4',5'-13C5]Cytidine [13C@@H]1([13C@H](O)[13C@H](O)[13C@@H]([13CH2]O)O1)N1C(=O)N=C(N)C=C1